BrC1=C(C=CC2=C1C(N(S2(=O)=O)CC2=CC=C(C=C2)OC)=O)F 4-bromo-5-fluoro-2-(4-methoxybenzyl)benzo[d]isothiazol-3(2H)one-1,1-dioxide